FC(C1CCN(CC1)C=1C=CC=C2C=C(C=NC12)C(=O)OC)(F)F methyl 8-(4-(trifluoromethyl)piperidin-1-yl)quinoline-3-carboxylate